6-((2,5-Dichloropyrimidin-4-yl)amino)-1-methylquinoxaline-2,3(1H,4H)-dione ClC1=NC=C(C(=N1)NC=1C=C2NC(C(N(C2=CC1)C)=O)=O)Cl